hexachlorobisphenol A ClC(C(C1=CC=C(O)C=C1)(C(Cl)(Cl)Cl)C1=CC=C(C=C1)O)(Cl)Cl